4-bromo-N-methoxy-N-methyl-3-(2-thienyl)benzamide BrC1=C(C=C(C(=O)N(C)OC)C=C1)C=1SC=CC1